ClC=1C(NC(C1Cl)=O)=O 3,4-dichloro-1H-pyrrole-2,5-dione